ClC1=C(C(=O)O)C=C(C=C1N1CC(C1)S(N)(=O)=O)F 2-Chloro-5-fluoro-3-(3-sulfamoylazetidin-1-yl)benzoic acid